C1(=C(C(=CC2=CC3=CC=CC=C3C=C12)S(=O)(=O)[O-])S(=O)(=O)[O-])S(=O)(=O)[O-].[NH4+].[NH4+].[NH4+] ammonium anthracenetrisulfonate